N-amino-ethylaminopropyl-trimethoxysilane NN(CC)CCC[Si](OC)(OC)OC